(2-Methyl-2H-tetrazol-5-yl)methanol CN1N=C(N=N1)CO